methyl 2-oxo-3-methyl-1,3-benzoxazole-5-carboxylate O=C1OC2=C(N1C)C=C(C=C2)C(=O)OC